N-tert-butyl-N'-tetradecyl-3-(tetradecylamino)propanimidamide C(C)(C)(C)NC(CCNCCCCCCCCCCCCCC)=NCCCCCCCCCCCCCC